N2,N2-dimethyl-N5-[2-[2-(morpholinomethyl)-1-piperidyl]phenyl]thiophene-2,5-disulfonamide CN(S(=O)(=O)C=1SC(=CC1)S(=O)(=O)NC1=C(C=CC=C1)N1C(CCCC1)CN1CCOCC1)C